HydroxySulfobetaine C[N+](C)(C)C(C(=O)[O-])(O)S(=O)(=O)O